P(O)(=O)(OP(=O)(O)OP(=O)(O)O)OC[C@@H]1[C@H]([C@H]([C@@H](O1)N1C(=O)NC(=O)C=N1)O)O 6-azauridine 5'-triphosphate